methyl 2-(pyridin-3-yl)-1,3-benzoxazole-5-carboxylate N1=CC(=CC=C1)C=1OC2=C(N1)C=C(C=C2)C(=O)OC